[NH3+][C@@H](CO)C(=O)O serinium